NC(CCNC(=O)C1=CC(=CN1)NC(=O)C=1N(C=C(C1)NC(C1=CC=C(C=C1)\C=C\C1=CC=2C(=NON2)C=C1)=O)C)=N (E)-N-(5-((3-amino-3-iminopropyl)carbamoyl)-1H-pyrrol-3-yl)-4-(4-(2-(benzo[c][1,2,5]oxadiazol-5-yl)vinyl)benzamido)-1-methyl-1H-pyrrole-2-carboxamide